2-((4-((2-acetyl-5-bromophenoxy)methyl)-1H-1,2,3-triazol-1-yl)methyl)-5-hydroxy-4H-pyran-4-one C(C)(=O)C1=C(OCC=2N=NN(C2)CC=2OC=C(C(C2)=O)O)C=C(C=C1)Br